pyrazolo[1,5-a]pyrimidine-3-sulfonyl chloride N1=CC(=C2N1C=CC=N2)S(=O)(=O)Cl